ketoazole O=C1N=CC=C1